methyl (S,E)-(7-(dimethylamino)-1-((1-((7-fluoro-4-(2-methylprop-1-en-1-yl)-1H-imidazo[4,5-c]pyridin-2-yl)methyl)-2-oxo-1,2-dihydropyridin-3-yl)amino)-1,7-dioxohept-5-en-2-yl)carbamate CN(C(/C=C/CC[C@@H](C(=O)NC=1C(N(C=CC1)CC=1NC2=C(C(=NC=C2F)C=C(C)C)N1)=O)NC(OC)=O)=O)C